(8-(3,4-difluorophenyl)-6-azaspiro[3.4]octan-6-yl)(3-hydroxyisoxazol-5-yl)methanone FC=1C=C(C=CC1F)C1CN(CC12CCC2)C(=O)C2=CC(=NO2)O